ClC=1N=C(C2=C(N1)CCN(C2)CC(C)(C)O)NC=2N=CC=1CCC3=C(C1C2F)NC2=C3C(NCC2)=O 2-((2-chloro-6-(2-hydroxy-2-methylpropyl)-5,6,7,8-tetrahydropyrido[4,3-d]pyrimidin-4-yl)amino)-1-fluoro-5,6,8,9,10,11-hexahydro-7H-pyrido[3',4':4,5]pyrrolo[2,3-f]isoquinolin-7-one